CN(C(C)(C)C1=CC=CC=C1)CC1=CC(=NC=C1)C=1C=C2CN(C(C2=CC1)=O)C1C(NC(CC1)=O)=O 3-(5-(4-((methyl(2-phenylpropan-2-yl)amino)methyl)pyridin-2-yl)-1-oxoisoindolin-2-yl)piperidine-2,6-dione